ClCC(=O)N(CC1=CC=C(C=C1)OC)C1=CC(=CC(=C1)C)C 2-chloro-N-(3,5-dimethylphenyl)-N-[(4-methoxyphenyl)methyl]acetamide